1-pentadecanylsulfonic acid sodium salt [Na+].C(CCCCCCCCCCCCCC)S(=O)(=O)[O-]